F[C@H]1CN(C[C@H]1NC1=NN2C(C(=N1)OC)=C(C(=C2)F)C=2C=CC1=C(N(N=N1)CC(F)(F)F)C2)C(C)=O 1-((3S,4R)-3-fluoro-4-((6-fluoro-4-methoxy-5-(1-(2,2,2-trifluoroethyl)-1H-benzo[d][1,2,3]triazol-6-yl)pyrrolo[2,1-f][1,2,4]triazin-2-yl)amino)pyrrolidin-1-yl)ethan-1-one